3-(1-methylpyrazol-4-yl)-1H-pyridin-2-one CN1N=CC(=C1)C=1C(NC=CC1)=O